8-(2-(3-Fluoropyridin-2-yl)ethyl)-12-isopentyl-4-oxa-8,12-diazadispiro[2.1.5.3]tridecan FC=1C(=NC=CC1)CCN1CCC2(OC3(CC3)CN(C2)CCC(C)C)CC1